C(C)N1C=C(C(C=C1)=O)S(=O)(=O)N1CCC2(C[C@H](CO2)NC[C@@H](COC=2C=C(C=CC2)S(=O)(=O)NC)O)CC1 3-((S)-3-((R)-8-(1-ethyl-4-oxo-1,4-dihydropyridin-3-ylsulfonyl)-1-oxa-8-azaspiro[4.5]decan-3-ylamino)-2-hydroxypropoxy)-N-methylbenzenesulfonamide